C(C=C)(=O)N1[C@H](CN(CC1)C1=NC(=NC=2CC(CCC12)N1CCC2=CC=CC=C12)N1CC(C1)N1CCN(CC1)C)CC#N 2-((2S)-1-Acryloyl-4-(7-(indolin-1-yl)-2-(3-(4-methylpiperazin-1-yl)azetidin-1-yl)-5,6,7,8-tetrahydroquinazolin-4-yl)piperazin-2-yl)acetonitrile